5-chloro-N-(5-chloro-6-(2H-1,2,3-triazol-2-yl)pyridin-3-yl)-4'-fluoro-2'-methyl-2-(Trifluoromethyl)-[1,1'-biphenyl]-4-carboxamide ClC=1C(=CC(=C(C1)C1=C(C=C(C=C1)F)C)C(F)(F)F)C(=O)NC=1C=NC(=C(C1)Cl)N1N=CC=N1